FC=1C(=C(C=CC1F)C(=O)N1CC(C1)(O)CNC1CN(CCC1)CC)NC1=C(C=C(C=C1)I)F 1-({3,4-difluoro-2-[(2-fluoro-4-iodophenyl)amino]phenyl}carbonyl)-3-{[(1-ethylpiperidin-3-yl)amino]methyl}azetidin-3-ol